NC=1C=C(C=CC1F)C(CCC1CC1)N[S@@](=O)C(C)(C)C (S)-N-(1-(3-amino-4-fluorophenyl)-3-cyclopropyl-propyl)-2-methylpropane-2-sulfinamide